[C-]#N.C(CCCCCCCC)[NH+]1CC(CC1)CC 1-nonyl-3-ethylpyrrolidinium cyanide